(1-(4-methylbenzyl)pyrrolidin-3-yl)methanamine CC1=CC=C(CN2CC(CC2)CN)C=C1